ClC=1C=C(C=C2C=C(N=CC12)NC(=O)[C@H]1[C@@H](C1)C#N)B(O)O |r| (±)-[8-chloro-3-[[(trans)-2-cyanocyclopropanecarbonyl]amino]-6-isoquinolyl]boronic acid